CC1=NN2N=C(C=CC2=N1)N1CC2=C(N=CNC2=O)CC1 5,6,7,8-tetrahydro-6-(2-methyl[1,2,4]triazolo[1,5-b]pyridazin-6-yl)-pyrido[4,3-d]pyrimidin-4(3H)-one